Cl.COC(=N)C=1C=C2COC(C2=CC1)=O.O=C1OCC2=CC(=CC=C12)C(N)=N 1-oxo-1,3-dihydroisobenzofuran-5-carboximidamide methyl-1-oxo-1,3-dihydroisobenzofuran-5-carbimidate hydrochloride